methylpyridinium chloride C[N+]1=CC=CC=C1.[Cl-]